N-(6-methyl-5-(2-oxo-2,3-dihydro-1H-pyrrolo[2,3-c]isoquinolin-7-yl)pyridin-3-yl)-4-(trifluoromethyl)pyridineamide CC1=C(C=C(C=N1)NC(=O)C1=NC=CC(=C1)C(F)(F)F)C=1C=CC=2C3=C(N=CC2C1)NC(C3)=O